1-benzyl-3-[4-(2-bromothiazol-5-yl)-3-(tert-butylsulfamoyl)phenyl]Urea C(C1=CC=CC=C1)NC(=O)NC1=CC(=C(C=C1)C1=CN=C(S1)Br)S(NC(C)(C)C)(=O)=O